OC(=O)C(F)(F)F.[C@H]12CNC[C@@H]2C1C(=O)C=1SC=C(N1)C (1R-5S-6r)-3-azabicyclo[3.1.0]hex-6-yl(4-methyl-1,3-thiazol-2-yl)methanone TFA salt